4,4'-((9H-CARBAZOLE-3,6-DIYL)BIS(1H-1,2,3-TRIAZOLE-4,1-DIYL))BIS(2-HYDROXYBENZOIC ACID) C1=CC(=CC=2C3=CC(=CC=C3NC12)C=1N=NN(C1)C1=CC(=C(C(=O)O)C=C1)O)C=1N=NN(C1)C1=CC(=C(C(=O)O)C=C1)O